2-cyclobutyl-5-ethynyl-6-fluorobenzo[d]thiazole C1(CCC1)C=1SC2=C(N1)C=C(C(=C2)F)C#C